C(CC(C)C)C(C(=O)O)C.C(CC)(=O)OCCC(C)C 3-methylbutyl propanoate (ISOAMYL PROPIONATE)